CC=1C=CC(=C(C=O)C1)C=1C=NC(=NC1)C(F)(F)F 5-methyl-2-(2-(trifluoromethyl)pyrimidin-5-yl)benzaldehyde